(E)-N-(4-(4-fluoro-styryl)-5,8-dimethoxy-quinolin-6-yl)valeramide lithium bis(vinyl-malonate) C(=C)C(C(=O)[O-])C(=O)[O-].C(=C)C(C(=O)[O-])C(=O)[O-].[Li+].FC1=CC=C(/C=C/C2=CC=NC3=C(C=C(C(=C23)OC)NC(CCCC)=O)OC)C=C1.[Li+].[Li+].[Li+]